3-(diethoxymethyl-silyl)propylamine C(C)OC(OCC)[SiH2]CCCN